N-(3-chlorobenzyl)-2-[(3R)-3-methyl[1,4'-bipiperidin]-1'-yl]-1,3-thiazol-5-carboxamide ClC=1C=C(CNC(=O)C2=CN=C(S2)N2CCC(CC2)N2C[C@@H](CCC2)C)C=CC1